CC=1N=CNC1C1=CC=C(N)C=C1 4-(4-methyl-1H-imidazol-5-yl)aniline